prop-2-yn-1-yl carbonochloridate C(OCC#C)(=O)Cl